2',6'-dihydroxy-4'-methoxyacetophenone OC1=C(C(=CC(=C1)OC)O)C(C)=O